C(C(=C)C)(=O)OCC(N(CC)CC)CCCS(=O)(=O)O sulfopropyldiethylaminoethyl methacrylate